Tert-butyl (3-((3-((8-(2H-tetrazol-5-yl)benzo[c][2,6]naphthyridin-5-yl)amino)propyl)amino)-3-oxopropyl)carbamate N=1NN=NC1C=1C=CC2=C(N=C(C3=CC=NC=C23)NCCCNC(CCNC(OC(C)(C)C)=O)=O)C1